C1(CCC1)CN1C(N(C(C=C1)=O)C1=CC=C(C=C1)F)=O 1-(cyclobutylmethyl)-3-(4-fluorophenyl)-2,4-dioxo-1,2,3,4-tetrahydropyrimidine